1-(phenylsulfonyl)-1H-pyrrole C1(=CC=CC=C1)S(=O)(=O)N1C=CC=C1